COC1=CC=C(C=N1)C=1C=C2C(=NC=NC2=CC1)N[C@H](C(=O)N1CCN(CC1)C)CC1=CC=CC=C1 (S)-2-((6-(6-methoxypyridin-3-yl)quinazolin-4-yl)amino)-1-(4-methylpiperazin-1-yl)-3-phenylpropan-1-one